5-{2-amino-[1,2,4]triazolo[1,5-a]pyridin-7-yl}-N-{[2-(cyclopentylmethoxy)-4,6-difluorophenyl]methyl}-6-methylpyridine-3-carboxamide NC1=NN2C(C=C(C=C2)C=2C=C(C=NC2C)C(=O)NCC2=C(C=C(C=C2F)F)OCC2CCCC2)=N1